2-[(3-chloro-5-fluoro-pyridine-4-carbonyl)amino]-4-[2-(1-methylcyclopropoxy)ethyl-[4-(5,6,7,8-tetrahydro-1,8-naphthyridin-2-yl)butyl]amino]butanoic acid ClC=1C=NC=C(C1C(=O)NC(C(=O)O)CCN(CCCCC1=NC=2NCCCC2C=C1)CCOC1(CC1)C)F